C(C)(C)(C)OC(=O)N[C@H]1CC[C@@H](N(C1)C(=O)OCC1=CC=CC=C1)C |r| racemic-trans-benzyl 5-(tert-butoxycarbonylamino)-2-methyl-piperidine-1-carboxylate